5-[[2-[4-[6-(di-methyl-amino)pyridin-3-yl]phenyl]-1,3-benzothiazol-6-yl]-[(2-methylpropan-2-yl)oxycarbonyl]-amino]pentyl 4-methylbenzenesulfonate CC1=CC=C(C=C1)S(=O)(=O)OCCCCCN(C(=O)OC(C)(C)C)C1=CC2=C(N=C(S2)C2=CC=C(C=C2)C=2C=NC(=CC2)N(C)C)C=C1